1,6-diazaspiro[3.3]heptane-6-carboxylic acid tert-butyl ester C(C)(C)(C)OC(=O)N1CC2(CCN2)C1